(2S,4R)-1-(2-(3-acetyl-5-(2-methylpyrazolo[1,5-a]pyrimidin-6-yl)-1H-indazol-1-yl)acetyl)-4-fluoro-N-(6-(trifluoromethyl)pyridin-2-yl)pyrrolidine-2-carboxamide C(C)(=O)C1=NN(C2=CC=C(C=C12)C=1C=NC=2N(C1)N=C(C2)C)CC(=O)N2[C@@H](C[C@H](C2)F)C(=O)NC2=NC(=CC=C2)C(F)(F)F